tert-butyl 4-[3-carbamoyl-2-(4-phenoxyphenyl)-4,5,6,7-tetrahydro-2H-pyrazolo[4,3-b]pyridin-7-yl]piperazine-1-carboxylate C(N)(=O)C=1N(N=C2C1NCCC2N2CCN(CC2)C(=O)OC(C)(C)C)C2=CC=C(C=C2)OC2=CC=CC=C2